[4-fluoro-2-(fluoromethyl)-1,3-benzoxazol-6-yl]-2-methyl-4-(piperazin-1-yl)indazole-7-carboxamide FC1=CC(=CC2=C1N=C(O2)CF)C=2N(N=C1C(=CC=C(C21)N2CCNCC2)C(=O)N)C